C(CCCCCCCCC)(=O)O.C(CC)NC(=S)NC=1C=C2C=3CC(CCC3NC2=CC1)CN(CC)CC N-propyl-N'-(3-(diethyl)aminomethyl-1,2,3,4-tetrahydro-9H-carbazol-6-yl)thiourea decanoate